(S)-(1-((1-(2-aminoethyl)-1H-1,2,4-triazol-3-yl)sulfonyl)pyrrolidin-3-yl)(4-(7-fluoroquinolin-4-yl)piperazin-1-yl)methanone NCCN1N=C(N=C1)S(=O)(=O)N1C[C@H](CC1)C(=O)N1CCN(CC1)C1=CC=NC2=CC(=CC=C12)F